C(C)NCC1C2(C(N(C1)C1=CN=CC3=CC=CC=C13)=O)CN(C(C1=CC=CC=C12)=O)CC1=CC(=NO1)C [(ethylamino)methyl]-1'-(4-isoquinolyl)-2-[(3-methylisoxazol-5-yl)methyl]spiro[3H-isoquinoline-4,3'-pyrrolidine]-1,2'-dione